NC1=CC=C(C=CC2=C(COC2(C)C)C#N)C=C1 4-(4-aminostyryl)-3-cyano-5,5-dimethylfuran